Cl.C[NH+](C1=CC=CC=C1)C N,N-dimethylanilinium hydrochloride